BrC=1N=C(C(=NC1)N)OCC1=C(C=CC=C1Cl)Cl 5-bromo-3-((2,6-dichlorobenzyl)oxy)pyrazin-2-amine